CC1=C(C=CC=C1C)N1CCN(CC1)C(CN1N=C(C2=C1CCC2)C(=O)N2C[C@H](N[C@H](C2)C)C)=O 1-[4-(2,3-Dimethylphenyl)piperazin-1-yl]-2-{3-[(3R,5S)-3,5-dimethylpiperazin-1-carbonyl]-5,6-dihydrocyclopenta[c]pyrazol-1(4H)-yl}ethan-1-on